2-(Diphenylmethyleneamino)-6-fluoro-hexanoic acid ethyl ester C(C)OC(C(CCCCF)N=C(C1=CC=CC=C1)C1=CC=CC=C1)=O